L-N-methyl-2-aminophenylalanine CN[C@@H](CC1=C(C=CC=C1)N)C(=O)O